Cl.O1NCCCC1 1,2-Oxazinane hydrochloride